2,5-dioxopyrrolidin-1-yl 2-(1H-indol-6-yl)acetate N1C=CC2=CC=C(C=C12)CC(=O)ON1C(CCC1=O)=O